(R)-2-(6-(5-Chloro-2-((tetrahydro-2H-pyran-4-yl)amino)pyrimidin-4-yl)-3-oxo-1H-pyrrolo[1,2-c]imidazol-2(3H)-yl)propanoic acid ClC=1C(=NC(=NC1)NC1CCOCC1)C=1C=C2N(C(N(C2)[C@@H](C(=O)O)C)=O)C1